2-oxo-3,4-dihydro-1H-quinoline-8-carbonitrile O=C1NC2=C(C=CC=C2CC1)C#N